NC1=C2C(=NC=N1)N(N=C2C#CC2=CC1=C(N(C=N1)CC)C(=C2Cl)F)[C@H]2C[C@@H](N(C2)C(C=C)=O)CC#N 2-[(2R,4S)-4-{4-amino-3-[2-(6-chloro-1-ethyl-7-fluoro-1,3-benzodiazol-5-yl)ethynyl]Pyrazolo[3,4-d]Pyrimidin-1-yl}-1-(prop-2-enoyl)pyrrolidin-2-yl]Acetonitrile